(2-methoxy-4'-trifluoromethyl-biphenyl-4-yl)-[(1S,4S)-5-(6-nitroso-pyridazin-3-yl)-2,5-Diaza-bicyclo[2.2.1]Hept-2-yl]-methanone COC1=C(C=CC(=C1)C(=O)N1[C@@H]2CN([C@H](C1)C2)C=2N=NC(=CC2)N=O)C2=CC=C(C=C2)C(F)(F)F